[N+](=O)([O-])C1=CC=C(C=C1)S(=O)(=O)[O-].FC1=CC=CC2=C1[N+](=C(S2)C=CC2=CC=C(C=C2)N2CCCCC2)C 4-fluoro-3-methyl-2-(4-(piperidin-1-yl)styryl)benzo[d]thiazol-3-ium 4-nitrobenzene-sulfonate